ClC=1N=C(C2=C(N1)CCC2)NC2=CC=C(C=C2)C=2C=NN(C2)C2OCCCC2 2-chloro-N-(4-(1-(tetrahydro-2H-pyran-2-yl)-1H-pyrazol-4-yl)phenyl)-6,7-dihydro-5H-cyclopenta[d]pyrimidin-4-amine